C[Si](CCOCN1C=CC2=CC=C(C=C12)NC1=NC2=CC=CC=C2C(N1)=O)(C)C 2-((1-((2-(trimethylsilyl)ethoxy)methyl)-1H-indol-6-yl)amino)quinazolin-4(3H)-one